C(C)OC(=O)C1=CC(=NN1CC1=CC=CC=C1)N Ethyl-3-amino-1-benzyl-1H-pyrazole-5-carboxylate